C(C)S(=O)(=O)C=1C=CC(=NC1N1CC=2C=NC(=CC2C1=O)C(F)(F)F)N(C(C)=O)C N-[5-ethylsulfonyl-6-[1-oxo-6-(trifluoromethyl)-3H-pyrrolo[3,4-c]pyridin-2-yl]-2-pyridyl]-N-methyl-acetamide